C(C)OC(CC(=O)C1=NN(C2=C1CN(CC2)C(=O)OC(C)(C)C)C(=O)OC(C)(C)C)=O di-tert-butyl 3-(3-ethoxy-3-oxopropanoyl)-6,7-dihydro-1H-pyrazolo[4,3-c]pyridine-1,5(4H)-dicarboxylate